2-(3-((2-(methacryloyloxy) ethyl) dimethylamino) propanamido)-2-methylpropane-1-sulfonate C(C(=C)C)(=O)OCCCN(CCC(=O)NC(CS(=O)(=O)[O-])(C)C)C